5-ethynyl-6-fluoro-4-(2-(((2R,7aS)-2-fluorotetrahydro-1H-pyrrolizin-7a(5H)-yl)methoxy)-5-((2-hydroxyethyl)(methyl)amino)pyrido[4,3-d]pyrimidin-7-yl)naphthalen-2-ol C(#C)C1=C2C(=CC(=CC2=CC=C1F)O)C1=CC=2N=C(N=CC2C(=N1)N(C)CCO)OC[C@]12CCCN2C[C@@H](C1)F